3,6-dimethoxy-4-(6-methyl-7-oxo-1H-pyrazolo[3,4-c]pyridin-4-yl)benzaldehyde COC=1C=C(C=O)C(=CC1C=1C2=C(C(N(C1)C)=O)NN=C2)OC